C1CCC2=C(C=CC=C12)C1=C(C=C2C(=N1)C(=NN2)C=2C=NN(C2)C2CN(C2)CC)OC 5-(2,3-dihydro-1H-inden-4-yl)-3-(1-(1-ethylazetidin-3-yl)-1H-pyrazol-4-yl)-6-methoxy-1H-pyrazolo[4,3-b]pyridine